CC=1C=C2C(=CC(OC2=CC1)=O)O 6-Methyl-4-hydroxycoumarin